3-(2-(1-(3-aminobutyryl)-5-bromo-1H-indol-3-yl)-2-cyanovinyl)-4-methoxybenzonitrile hydrochloride Cl.NC(CC(=O)N1C=C(C2=CC(=CC=C12)Br)C(=CC=1C=C(C#N)C=CC1OC)C#N)C